FC(C1=CC(=NC(=C1)C(F)(F)F)OCC(=O)N1[C@@H](CCC1)C1=C(C(=CC=C1)OC)C)(F)F 2-[[4,6-Bis(trifluoromethyl)-2-pyridyl]oxy]-1-[(2S)-2-(3-methoxy-2-methyl-phenyl)pyrrolidin-1-yl]ethanone